Trans-2-heptanal CC(CCCCC)=O